BrCCCNS(=O)(=O)C(C)C N-(3-Bromopropyl)isopropylsulfonamide